6-Bromo-4-chloroquinoxaline BrC=1C=C2N(CC=NC2=CC1)Cl